ClN1C(=O)N(C(=O)N(C1=O)Cl)Cl 1,3,5-trichloroisocyanuric acid